C(CCCCCCC\C=C/CCCCCCCC)(=O)[O-] 5'-trans-oleate